N1=C(N=CC=C1)NC1CN(CC1\C=C\C1=CC=C(C=C1)C(F)(F)F)C(=O)OC(C)(C)C tert-butyl (E)-3-(pyrimidin-2-ylamino)-4-(4-(trifluoromethyl) styryl)pyrrolidine-1-carboxylate